N-(1-(4-bromo-6-fluoropyridin-3-yl)pent-4-en-1-yl)-2-methylpropan-2-sulfinamide BrC1=C(C=NC(=C1)F)C(CCC=C)NS(=O)C(C)(C)C